C(C)(C)(C)OC(=O)N(CCC1=CN(C2=CC=CC=C12)C(=O)OC(C)(C)C)C1=CC(=NC=2N1N=CC2C2OCCC2)C=2C=NC=C(C2)F tert-Butyl 3-[2-[tert-butoxycarbonyl-[5-(5-fluoro-3-pyridyl)-3-tetrahydrofuran-2-yl-pyrazolo[1,5-a]pyrimidin-7-yl]amino]ethyl]indole-1-carboxylate